N-((S)-1-(4-((7-((R)-2,2-difluoro-1-methoxyethyl)-2-methylthiazolo[5,4-b]pyridin-6-yl)amino)phenyl)-2,2-difluoroethyl)-N-methylpiperidine-4-carboxamide FC([C@H](OC)C1=C2C(=NC=C1NC1=CC=C(C=C1)[C@@H](C(F)F)N(C(=O)C1CCNCC1)C)SC(=N2)C)F